ClC=1N(C2=CC=CC(=C2C1)CN1C(N(CC[C@@H]1C)C1=CC(=C(C=C1)OC)OCCCCC)=O)CC=1N(CCN1)C (S)-3-((Chloro-1-((1-methyl-4,5-dihydro-1H-imidazol-2-yl)methyl)-1H-indol-4-yl)methyl)-1-(4-methoxy-3-(pentyl-oxy)phenyl)-4-methyltetrahydropyrimidin-2(1H)-one